ClC1=NC=CC=C1[C@@H](C)OC(=O)NC=1C(=NOC1C1=CC=C(C(=N1)C)NC(=O)[C@@H]1[C@H](CCCC1)C(=O)O)C (1S,2S)-2-((6-(4-((((R)-1-(2-chloropyridin-3-yl)ethoxy)carbonyl)amino)-3-methylisoxazol-5-yl)-2-methylpyridin-3-yl)carbamoyl)cyclohexane-1-carboxylic acid